FC=1C=NC(=NC1)C=1C=C(C=CC1C)NC(=O)[C@@H]1N([C@H]2C[C@H]2C1)C1=NC=CC=N1 (1S,3R,5S)-N-[3-(5-fluoropyrimidin-2-yl)-4-methylphenyl]-2-pyrimidin-2-yl-2-azabicyclo[3.1.0]hexane-3-carboxamide